ClC1=NC(=CC(=C1N)Cl)C=1CCSCC1 2,4-dichloro-6-(3,6-dihydro-2H-thiopyran-4-yl)pyridin-3-amine